C(C)OC(CN1CC(C1)NC(CCCC1=NC=2NCCCC2C=C1)=O)=O 2-(3-(4-(5,6,7,8-tetrahydro-1,8-naphthyridin-2-yl)butyrylamino)azetidin-1-yl)acetic acid ethyl ester